The molecule is the tosylate salt of bretylium. It blocks noradrenaline release from the peripheral sympathetic nervous system, and is used in emergency medicine, cardiology, and other specialties for the acute management of ventricular tachycardia and ventricular fibrillation. It has a role as an adrenergic antagonist, an anti-arrhythmia drug and an antihypertensive agent. It is a quaternary ammonium salt and an organosulfonate salt. It contains a bretylium. CC[N+](C)(C)CC1=CC=CC=C1Br.CC1=CC=C(C=C1)S(=O)(=O)[O-]